N1(CCOCC1)C=1C(N(CCC1)CC1=CC=CC=C1)=O 3-Morpholinyl-1-benzyl-5,6-dihydropyridin-2(1H)-one